C(#N)C1=CC=C(C=C1)N1C(=C(C2=NC(=CC=C21)C#N)C(CN2CCCCC2)=O)C 1-(4-cyanophenyl)-2-methyl-3-(2-(piperidin-1-yl)acetyl)-1H-pyrrolo[3,2-b]pyridine-5-carbonitrile